FC=1C=CC2=C(N(C(=N2)C=2C=C(C=NC2)CO)CCF)C1 5-{6-fluoro-1-[2-fluoroethyl]benzimidazol-2-yl}pyridin-3-methanol